1-(2-(dimethylamino)ethyl)-5-methoxy-N1-methyl-N4-(4-(3,3,5-trimethyl-2,3-Dihydro-1H-pyrrolo[3,2-b]pyridin-1-yl)pyrimidin-2-yl)benzene-1,2,4-triamine CN(CCC1(C(C=C(C(=C1)OC)NC1=NC=CC(=N1)N1CC(C2=NC(=CC=C21)C)(C)C)N)NC)C